C(C)S(=O)(C)=NC=1C=CC(=NC1)C=1C(=NC=CN1)[C@H](C)NC(C1=CC(=CC(=C1)C(F)(F)F)C(F)(F)F)=O N-((1S)-1-(3-(5-((ethyl(methyl)(oxo)-λ6-sulfaneylidene)amino)pyridin-2-yl)pyrazin-2-yl)ethyl)-3,5-bis(trifluoromethyl)benzamide